ethyl (pentafluoroethyl) fluorophosphate P(=O)(OCC)(OC(C(F)(F)F)(F)F)F